tri(dimethylamino)chlorosilane CN(C)[Si](Cl)(N(C)C)N(C)C